[Si](C)(C)(C(C)(C)C)OC1C(C(NC1)C(=O)O)N1CCN(CCN(CCN(CC1)CC(OC(C)(C)C)=O)CC(OC(C)(C)C)=O)CC(=O)OC(C)(C)C 4-((tert-butyldimethylsilyl)oxy)-3-(4,7,10-tris(2-(tert-butoxy)-2-oxoethyl)-1,4,7,10-tetraazacyclododecan-1-yl)pyrrolidine-2-carboxylic acid